S(=O)(=O)(O)OCCN(CC)CCCC(C)NC1=CC=NC2=CC(=CC=C12)Cl 2-[[4-[(7-chloro-4-quinolinyl)amino]pentyl]ethylamino]-ethanol sulfate